CC(CC(C)C)=NCCC[Si](OCC)(OCC)OCC N-(1,3-dimethylbutylidene)-3-triethoxysilyl-1-Propylamine